N[C@@H](C[C@H]1C(NCC1)=O)C(CCl)=O (3S)-3-[(2S)-2-amino-4-chloro-3-oxo-butyl]pyrrolidin-2-one